FC1(CCNCC1)C=1OC2=C(N1)C=C(C=C2)C 2-(4-fluoropiperidin-4-yl)-5-methyl-1,3-benzoxazole